(2S,4R)-4-((2,5-dichloro-7-((2-(trimethylsilyl)ethoxy)methyl)-7H-pyrrolo[2,3-d]pyrimidin-4-yl)oxy)-2-methylpyrrolidine-1-carboxylic acid tert-butyl ester C(C)(C)(C)OC(=O)N1[C@H](C[C@H](C1)OC=1C2=C(N=C(N1)Cl)N(C=C2Cl)COCC[Si](C)(C)C)C